Tert-butyl (1R,2R,5S)-2-[[2-[(4,4-difluorocyclohexyl)amino]-1-methyl-2-oxo-1-(3-pyridyl)ethyl]-[4-(pentafluoro-λ6-sulfanyl)phenyl]carbamoyl]-3-azabicyclo[3.1.0]hexane-3-carboxylate FC1(CCC(CC1)NC(C(C=1C=NC=CC1)(C)N(C(=O)[C@H]1[C@@H]2C[C@@H]2CN1C(=O)OC(C)(C)C)C1=CC=C(C=C1)S(F)(F)(F)(F)F)=O)F